1-[3-(1-Hydroxyethyl)-6-[5-[(2-oxopyrrolidin-1-yl)methyl]benzimidazol-1-yl]-2-pyridinyl]-5-methyl-pyrazole-3-carbonitrile OC(C)C=1C(=NC(=CC1)N1C=NC2=C1C=CC(=C2)CN2C(CCC2)=O)N2N=C(C=C2C)C#N